2,4,6-triisopropyl-N-(5-methoxy-2-methyl-3-(trifluoromethyl)phenyl)-benzenesulfonamide C(C)(C)C1=C(C(=CC(=C1)C(C)C)C(C)C)S(=O)(=O)NC1=C(C(=CC(=C1)OC)C(F)(F)F)C